C[N+]1(CCCC1)CC N-methyl-N-ethylpyrrolidinium